Calcium sulphat S(=O)(=O)([O-])[O-].[Ca+2]